COC1=NC(=C(C=C1NC=1N=C(C2=C(N1)NC=C2)NC=2C(=C1N=CC=NC1=CC2)P(C)(C)=O)C=2C=NN(C2)C)C2CCN(CC2)C (6-((2-((2-methoxy-5-(1-methyl-1H-pyrazol-4-yl)-6-(1-methylpiperidin-4-yl)pyridine-3-yl)amino)-7H-pyrrolo[2,3-d]pyrimidin-4-yl)amino)quinoxalin-5-yl)dimethylphosphine oxide